O(C1=CC=CC=C1)C1=CC=C(C=C1)C(CBr)=O p-phenoxy-α-bromoacetophenone